ClC1=C(C=CC=C1)N1C=2N(C3=C(C1=O)C=NC(=N3)NC3=CC=C(C=C3)CN3N=CC=C3)C=CN2 6-(2-chlorophenyl)-2-{[4-(1H-pyrazol-1-ylmethyl)phenyl]amino}imidazo[1,2-a]pyrimido[5,4-e]pyrimidin-5(6H)-one